C1(=CC=C(C=C1)OCCN)C 2-(p-tolyloxy)ethylamine